2-(8-(((2S,4S)-1-ethyl-4-fluoropyrrolidin-2-yl)methyl)-5,6,7,8-tetrahydropyrido[2,3-c]pyridazin-3-yl)-3-methyl-5-(trifluoromethyl)phenol C(C)N1[C@@H](C[C@@H](C1)F)CN1CCCC2=C1N=NC(=C2)C2=C(C=C(C=C2C)C(F)(F)F)O